(S)-N-(1-(4-(tert-butyl)phenyl)ethyl)-3-(4-chloro-3-hydroxybenzyl)-1,2-dimethyl-1H-indole-6-carboxamide C(C)(C)(C)C1=CC=C(C=C1)[C@H](C)NC(=O)C1=CC=C2C(=C(N(C2=C1)C)C)CC1=CC(=C(C=C1)Cl)O